C(C=C)C1=C(C=CC=C1)CCO 2-(2-allylphenyl)ethan-1-ol